N=1C=C(N2C1C=CC=C2)CN2CCC1=CC=C(C=C21)NC(C2=CC(=CC(=C2)C(F)(F)F)N2C=NC(=C2)C)=O N-(1-(Imidazo[1,2-a]pyridin-3-ylmethyl)indolin-6-yl)-3-(4-methyl-1H-imidazol-1-yl)-5-(trifluoromethyl)benzamid